(2,4,6-trimethyl)phenoxide CC1=C([O-])C(=CC(=C1)C)C